9',9''''-(4-(3,4-di(pyridin-3-yl)phenyl)pyridine-2,5-diyl)bis(9'H-9,3':6',9''-tercarbazole) N1=CC(=CC=C1)C=1C=C(C=CC1C=1C=NC=CC1)C1=CC(=NC=C1N1C2=CC=C(C=C2C=2C=C(C=CC12)N1C2=CC=CC=C2C=2C=CC=CC12)N1C2=CC=CC=C2C=2C=CC=CC12)N1C2=CC=C(C=C2C=2C=C(C=CC12)N1C2=CC=CC=C2C=2C=CC=CC12)N1C2=CC=CC=C2C=2C=CC=CC12